FC(C=1C=C(C=CC1F)C=1C=C2C(=NC1)C=NN2CC2=NN=C(N2)C)F 6-[3-(Difluoromethyl)-4-fluoro-phenyl]-1-[(5-methyl-4H-1,2,4-triazol-3-yl)methyl]pyrazolo[4,3-b]pyridine